N-(azepan-4-yl)-5-(benzyloxy)-2-methylbenzofuran-3-carboxamide N1CCC(CCC1)NC(=O)C1=C(OC2=C1C=C(C=C2)OCC2=CC=CC=C2)C